(E)-2-(4-(3-acetylaminophenyl)-1H-1,2,3-triazol-1-yl)-N'-(2-hydroxybenzylidene)acethydrazide C(C)(=O)NC=1C=C(C=CC1)C=1N=NN(C1)CC(=O)N/N=C/C1=C(C=CC=C1)O